NC1=CC(=C(C=C1)CCOCNC(=O)CNC(OC(C)(C)C)=O)Cl tert-butyl N-[([[2-(4-amino-2-chlorophenyl)ethoxy]methyl]carbamoyl)methyl]carbamate